1-methyl-3-(3-methyl-1,2,4-thiadiazol-5-yl)benzimidazol-2-one CN1C(N(C2=C1C=CC=C2)C2=NC(=NS2)C)=O